(pyridin-4-yl)-3-((diphenylmethylene)amino)indol-2-one N1=CC=C(C=C1)C=1C2=C(C(N=C2C=CC1)=O)N=C(C1=CC=CC=C1)C1=CC=CC=C1